BrC1=C(C(=O)O)C(=CC(=C1O)Br)Br 2,4,6-Tribromo-3-hydroxyl-benzoic acid